CC1=CC(=NC(=N1)N1CCCC1)N 6-methyl-2-(pyrrolidin-1-yl)pyrimidin-4-amine